2-(7-bromobenzo[b]thiophen-2-yl)-1,3-dioxolane BrC1=CC=CC2=C1SC(=C2)C2OCCO2